C(#N)C=1C=C(NC1)C(=O)[O-] 4-cyano-1H-pyrrole-2-carboxylate